endo-Adenosine [C@@H]1([C@H](O)[C@H](O)[C@@H](CO)O1)N1C=NC=2C(N)=NC=NC12